CC1=C(N=CS1)C1=CC(C2=CC(=CC=C12)OCCCCC1=CC=CC=C1)=O 3-(5-methylthiazol-4-yl)-6-(4-phenylbutoxy)-1H-inden-1-one